trans-3-(5-(difluoromethyl)-1,3,4-thiadiazol-2-yl)-8-((3S,5S)-3,5-dimethylpiperazin-1-yl)-N-(2-fluoro-1-methylcyclopropyl)imidazo[1,5-a]pyridine-6-sulfonamide FC(C1=NN=C(S1)C1=NC=C2N1C=C(C=C2N2C[C@@H](N[C@H](C2)C)C)S(=O)(=O)N[C@]2([C@@H](C2)F)C)F